C12(CC3CC(CC(C1)C3)C2)CN2N=CC(=C2C)C2=C(C=3N(C=C2)C(=CN3)NC3=C(C=C(C=C3)N3CCN(CC3)C)C(NC=3SC2=C(N3)C=CC=C2)=O)C(=O)O 7-(1-(adamantan-1-ylmethyl)-5-methyl-1H-pyrazol-4-yl)-3-((2-(benzo[d]thiazol-2-ylcarbamoyl)-4-(4-methylpiperazin-1-yl)phenyl)amino)imidazo[1,2-a]pyridine-8-carboxylic acid